tert-butyl N-(2-methoxyethyl)-N-[(4-oxopyrido[1,2-a]pyrimidin-7-yl)methyl]carbamate COCCN(C(OC(C)(C)C)=O)CC=1C=CC=2N(C(C=CN2)=O)C1